(4-Benzylthio-2-methyl-phenylamino)-8-cyclopentyl-pyrido[2,3-d]Pyrimidin-7-one C(C1=CC=CC=C1)SC1=CC(=C(C=C1)NC=1N=CC2=C(N1)N(C(C=C2)=O)C2CCCC2)C